tert-butyl (3R)-3-((6-(1-(1-ethoxyethyl)-1H-pyrazol-4-yl)-7-methyl-[1,2,4]triazolo[1,5-a]pyridin-2-yl)amino)pyrrolidine-1-carboxylate C(C)OC(C)N1N=CC(=C1)C=1C(=CC=2N(C1)N=C(N2)N[C@H]2CN(CC2)C(=O)OC(C)(C)C)C